4-(2-(((2H-tetrazol-5-yl)methyl)amino)-2-oxoacetyl)-N-(3,4-difluorophenyl)-1,3,5-trimethyl-1H-pyrrole-2-carboxamide N=1NN=NC1CNC(C(=O)C=1C(=C(N(C1C)C)C(=O)NC1=CC(=C(C=C1)F)F)C)=O